OC1=CC=C2C(C=C(OC2=C1)C1=CC(=C(C=C1)O)O)=O 7,3',4'-trihydroxy-flavone